CN1CCN(CC1)C=1C=C(C=CC1)NC=1N=CC2=C(N1)NC=C2C2=CC=1C=NC=CC1S2 N-(3-(4-methylpiperazin-1-yl)phenyl)-5-(thieno[3,2-c]pyridin-2-yl)-7H-pyrrolo[2,3-d]pyrimidin-2-amine